4-amino-N-(1-cyclopropyl-1H-pyrazol-4-yl)-N-(6-(trifluoromethyl)-2,3-dihydrobenzofuran-3-yl)imidazo[1,5-a]quinoxaline-8-carboxamide NC=1C=2N(C3=CC(=CC=C3N1)C(=O)N(C1COC3=C1C=CC(=C3)C(F)(F)F)C=3C=NN(C3)C3CC3)C=NC2